CC1(CC(C=2C(=CC(N)=CC2)CCO)=CC(C1N)(C)C)C 3',3',5',5'-tetramethyl-benzidineethanol